C(C)C(O)(C1CN(CC1)C1=NC=NC2=C(C=CC=C12)OC)CC diethyl-(1-(8-methoxyquinazolin-4-yl)pyrrolidin-3-yl)methanol